N-(methylcarbamoylthio)-2-(m-tolyl)-2-(4-(trifluoromethyl)pyridin-2-yl)acetamide CNC(=O)SNC(C(C1=NC=CC(=C1)C(F)(F)F)C=1C=C(C=CC1)C)=O